(S)-1-methyl-3-(trifluoromethyl)-N-(1-(3-(2-vinylpyridin-4-yl)isoxazol-5-yl)ethyl)-1H-pyrazole-5-carboxamide CN1N=C(C=C1C(=O)N[C@@H](C)C1=CC(=NO1)C1=CC(=NC=C1)C=C)C(F)(F)F